(S)-3-(5-(3-fluoro-4-((1-oxo-2,8-diazaspiro[4.5]decan-8-yl)methyl)pyridin-2-yl)-1-oxoisoindolin-2-yl)piperidine-2,6-dione FC=1C(=NC=CC1CN1CCC2(CCNC2=O)CC1)C=1C=C2CN(C(C2=CC1)=O)[C@@H]1C(NC(CC1)=O)=O